C(C)(=O)N[C@@H](CCCCN)C(=O)O e-acetyl-lysine